Cl.Cl.FC1=CC=CC=C1 2-fluorobenzene dihydrochloride